C(C)(C)(C)OC(=O)N1C2COCC1CN(C2)CC2=C(N=C1N2C=CC=N1)C1=CC=C(C=C1)Cl 7-{[2-(4-chlorophenyl)imidazo[1,2-a]pyrimidin-3-yl]methyl}-3-oxa-7,9-diazabicyclo[3.3.1]nonane-9-carboxylic acid tert-butyl ester